FC1(CCC(CC1)(C)C1=C(C=C(C=N1)C(=O)OC)F)F methyl 6-(4,4-difluoro-1-methylcyclohexyl)-5-fluoropyridine-3-carboxylate